C(C)(C)(C)OC(=O)N1CCC(CC1)CCN(C)CC1=CC=CC=C1 4-(2-(benzyl-(methyl)amino)ethyl)piperidine-1-carboxylic acid tert-butyl ester